ClC=1C=C(C=CC1F)NC1=NC(=NC2=CC=C(C=C12)[N+](=O)[O-])C1=CC=CC2=CC=CC=C12 N-(3-chloro-4-fluorophenyl)-2-(naphthalen-1-yl)-6-nitroquinazolin-4-amine